COC1=CC=C(C=C1)C(OCCC(O[Si](C(C)(C)C)(C)C)C#CC=CC#CC(O[Si](C(C)(C)C)(C)C)C\C=C/CC)(C1=CC=CC=C1)C1=CC=C(C=C1)OC 5-{2-[bis(4-methoxyphenyl)(phenyl)methoxy]ethyl}-2,2,3,3,14,14,15,15-octamethyl-12-[(2Z)-pent-2-en-1-yl]-4,13-dioxa-3,14-disilahexadec-8-ene-6,10-diyne